methyl 4-chloro-6-((8-methyl-2,3-dihydro-1H-pyrido[2,3-b][1,4]oxazin-7-yl)amino)pyrimidine-5-carboxylate ClC1=NC=NC(=C1C(=O)OC)NC1=C(C2=C(OCCN2)N=C1)C